C(CC=C)C1(OCCO1)C 2-(But-3-en-1-yl)-2-methyl-1,3-dioxolan